C(CCCCCC)=O heptanal